di-tert-butyl azodiformate N(=NC(=O)OC(C)(C)C)C(=O)OC(C)(C)C